ClC1=CC=C(C(=N1)C(=O)O)NC(C)C1=CC(=CC=2C=3N(C(=NC12)N1CCC(CC1)(F)F)C=C(N3)C(F)F)C 6-chloro-3-((1-(2-(difluoromethyl)-5-(4,4-difluoropiperidin-1-yl)-9-methylimidazo[1,2-c]quinazolin-7-yl)ethyl)amino)picolinic acid